2-(2-chloro-5-fluoro-phenyl)thiazole-5-carboxylic acid ClC1=C(C=C(C=C1)F)C=1SC(=CN1)C(=O)O